racemic-N,3-dimethyl-4,5,6,7-tetrahydrobenzothiophen-5-amine hydrochloride Cl.CN[C@@H]1CCC2=C(C(=CS2)C)C1 |r|